C(CN([C@@H](C)C(=O)O)CC(=O)[O-])(=O)[O-] alanine diacetate